(±)-(1S,2S,5R)-2-fluoro-3-oxo-9-azabicyclo[3.3.1]Nonane-9-carboxylic acid tert-butyl ester C(C)(C)(C)OC(=O)N1[C@@H]2[C@@H](C(C[C@H]1CCC2)=O)F |r|